CS(=O)C1=NN2C(S1)=NC=C2 2-(methylsulfinyl)imidazo[2,1-b][1,3,4]Thiadiazole